C12(CC2C1)C(=O)NC1=NC2=CC(=CC=C2C(=C1)C)S(NC1(CC1)C)(=O)=O 2-(bicyclo[1.1.0]butane-1-carboxamido)-4-methyl-7-(N-(1-methylcyclopropyl)sulfamoyl)quinolin